5-Bromo-6-difluoromethylpyrimidine-4-ol BrC=1C(=NC=NC1C(F)F)O